(S)-4-amino-N-ethyl-7-fluoro-N-(1-(5-(trifluoromethyl)pyridin-2-yl)ethyl)imidazo[1,5-a]quinoxaline-8-carboxamide NC=1C=2N(C3=CC(=C(C=C3N1)F)C(=O)N([C@@H](C)C1=NC=C(C=C1)C(F)(F)F)CC)C=NC2